Nα-Fmoc-Nε-Boc-(S)-lysine C(=O)(OCC1C2=CC=CC=C2C2=CC=CC=C12)N[C@@H](CCCCNC(=O)OC(C)(C)C)C(=O)O